N-(5-tert-butyl-4-methyl-thiazol-2-yl)-3-[(7-cyano-1-isoquinolyl)amino]propenamide C(C)(C)(C)C1=C(N=C(S1)NC(C=CNC1=NC=CC2=CC=C(C=C12)C#N)=O)C